C1(=CC=CC=C1)C(C1=CC=CC=C1)=NCC(=O)OCC ethyl 2-[(diphenylmethylidene)amino]acetate